N-[3-[[5-chloro-4-(1H-indol-3-yl)pyrimidin-2-yl]amino]phenyl]-4-[[(E)-4-(dimethylamino)but-2-enoyl]amino]benzamide ClC=1C(=NC(=NC1)NC=1C=C(C=CC1)NC(C1=CC=C(C=C1)NC(\C=C\CN(C)C)=O)=O)C1=CNC2=CC=CC=C12